[1,4]diazepin-2(3H)-one N1C(CN=CC=C1)=O